(2S,3S,4R,5S)-2,3,4,5,6-penta(butanoyloxy)hexanoic acid C(CCC)(=O)O[C@H](C(=O)O)[C@H]([C@@H]([C@H](COC(CCC)=O)OC(CCC)=O)OC(CCC)=O)OC(CCC)=O